NC=1C(=NC(=C(N1)C1=CC=C(C=C1)F)C1=CC(=NC(=C1)C)C)C(=O)NCC1=C(C=CC=C1)OC(F)(F)F 3-amino-6-(2,6-dimethylpyridin-4-yl)-5-(4-fluorophenyl)-N-(2-(trifluoromethoxy)benzyl)pyrazine-2-carboxamide